5,5-dimethyl-1-((2-((tetrahydro-2H-pyran-4-yl)amino)pyridin-4-yl)methyl)-3-(1,3,3-trimethylindolin-6-yl)imidazolidine-2,4-dione CC1(C(N(C(N1CC1=CC(=NC=C1)NC1CCOCC1)=O)C1=CC=C2C(CN(C2=C1)C)(C)C)=O)C